FC1=C(C=C(C(=C1)F)OC)CCC(=O)O 3-(2,4-difluoro-5-methoxyphenyl)propionic acid